OCCCNC(O[C@@H]1CC[C@H](CC1)C(N(C[C@@H]1CC[C@H](CC1)C1=NC(=C(C=C1)OC)C)C1=CC(=CC=C1)C=1N=C(OC1)C1CC1)=O)=O trans-4-((3-(2-Cyclopropyloxazol-4-yl)phenyl)((trans-4-(5-methoxy-6-methylpyridin-2-yl)cyclohexyl)methyl)carbamoyl)cyclohexyl (3-hydroxypropyl)carbamate